N-phenyl-1-(2,4,6-trifluorophenyl)propane-1-imine C1(=CC=CC=C1)N=C(CC)C1=C(C=C(C=C1F)F)F